F[P-](F)(F)(F)(F)F.N1(N=NC2=C1C=CC=C2)O[P+](N2CCCC2)(N2CCCC2)N2CCCC2 Benzotriazole-1-yl-oxytripyrrolidinophosphonium hexafluorophosphate